1,1,1,3,3-pentachloropropene ClC(C=C(Cl)Cl)(Cl)Cl